CN1N=NC=2N(C1=O)C=NC2C2=CC=C(C=C2)C(F)(F)F 3-Methyl-8-(4-(trifluoromethyl)phenyl)imidazo[5,1-d][1,2,3,5]tetrazin-4(3H)-one